1-Octyl-1-butylpyrrolidinium methansulfonat CS(=O)(=O)[O-].C(CCCCCCC)[N+]1(CCCC1)CCCC